C(C)(C)(C)C=1C=C(C=C(C1O)C(C)(C)C)OC(CC)=O (3,5-dit-butyl 4-hydroxyphenyl)propionate